6-chloro-7-(5,7-dihydro-6H-pyrrolo[3,4-b]pyridin-6-yl)-1-(4-methyl-6-((2-(methylamino)-ethyl)amino)pyridin-3-yl)-4-oxo-1,4-dihydro-1,8-naphthyridine-3-carboxylic acid ClC=1C=C2C(C(=CN(C2=NC1N1CC2=NC=CC=C2C1)C=1C=NC(=CC1C)NCCNC)C(=O)O)=O